OC1=C(C=CC=C1)C=1NC2=C(N1)C=1C=CC=3C=CC=CC3C1C=C2 2-(2-hydroxyphenyl)phenanthroimidazole